6-fluoroisoquinoline-8-carbaldehyde FC=1C=C2C=CN=CC2=C(C1)C=O